D-glutamic acid 1-(t-butyl) ester C(C)(C)(C)OC([C@H](N)CCC(=O)O)=O